N1(CC1)CCN(C1=CC(=C(C=C1)C(F)(F)F)CN1CCN(CC1)C(C1=CC=C(C=C1)Cl)C1=CC=C(C=C1)Cl)C N-(2-(aziridin-1-yl)ethyl)-3-((4-(bis(4-chlorophenyl)methyl)piperazin-1-yl)methyl)-N-methyl-4-(trifluoromethyl)aniline